BrCC[C@H]1C([C@H]2CC=C[C@@H]12)=O |r| (±)-(1R,5S,7R)-7-(2-bromoethyl)bicyclo[3.2.0]hept-2-en-6-one